N,N'-di(2-chloroethyl)oxamide ClCCNC(=O)C(=O)NCCCl